N-((1-(4-(pentafluoro-λ6-sulfanyl)phenyl)-1H-pyrazolo[3,4-b]pyridin-3-yl)methyl)acrylamide FS(C1=CC=C(C=C1)N1N=C(C=2C1=NC=CC2)CNC(C=C)=O)(F)(F)(F)F